3-(5-(3-(4-isobutyrylphenyl)-2-oxoimidazolidin-1-yl)-1-oxoisoindolin-2-yl)piperidine-2,6-dione C(C(C)C)(=O)C1=CC=C(C=C1)N1C(N(CC1)C=1C=C2CN(C(C2=CC1)=O)C1C(NC(CC1)=O)=O)=O